alloxyethylene C(C=C)OC=C